C1(CC1)C1=C(C(=NO1)C1=C(C=CC=C1)C(F)(F)F)C1=CC2(C1)CCN(CC2)C=2SC1=C(N2)C(=CC=C1)OC 2-(2-(5-Cyclopropyl-3-(2-(trifluoromethyl)phenyl)isoxazol-4-yl)-7-azaspiro[3.5]non-1-en-7-yl)-4-methoxybenzo[d]thiazol